CC=1C2=C(C(N(N1)CC(=O)NC1=NC=CC=N1)=O)SC(=C2)NC [4-methyl-2-(methylamino)-7-oxo-6H,7H-thieno[2,3-d]pyridazin-6-yl]-N-(pyrimidin-2-yl)acetamide